C(C)(=O)OCCCCCC\C=C\CCCCCCCC (E)-7-hexadecenyl acetate